FC1=CC=C(C=C1)[C@@H]1N(CCC2=CC=CC=C12)C(=O)[C@H]1OC[C@H](CC1)NCCO ((S)-1-(4-fluorophenyl)-3,4-dihydroisoquinolin-2(1H)-yl)((2S,5S)-5-((2-hydroxyethyl)amino)tetrahydro-2H-pyran-2-yl)methanone